1-[[(5S,7S)-7-fluoro-5-phenyl-6,7-dihydro-5H-pyrrolo[1,2-b][1,2,4]triazol-2-yl]sulfanyl]cyclopropanecarboxamide F[C@H]1C[C@H](N2N=C(N=C21)SC2(CC2)C(=O)N)C2=CC=CC=C2